Tert-butyl ((1S,3R)-3-((7-fluoronaphtho[2,1-d]thiazol-2-yl)carbamoyl)cyclohexyl)carbamate FC=1C=C2C=CC=3N=C(SC3C2=CC1)NC(=O)[C@H]1C[C@H](CCC1)NC(OC(C)(C)C)=O